CN1N=C(C(=C1)C1=NN=CN1C)C=1C=C(C=CC1)N1C(C2=CC=CC(=C2C1)C(F)(F)F)=O 2-[3-[1-methyl-4-(4-methyl-1,2,4-triazol-3-yl)pyrazol-3-yl]phenyl]-4-(trifluoromethyl)-3H-isoindol-1-one